PPCCCCCCCCCCCCCCCCCCC diphosphahenicosan